C(=O)[O-].C(=O)[O-].C1=CC=CC2=CC3=CC=CC=C3C=C12.[Fr+].[Fr+] Francium anthracene diformate